NCCN[C@H](CS)C(=O)O (S)-2-aminoethyl-L-cysteine